FC(C1=NN=C(S1)C1=NN=C2N1C=C(C=C2N2CCC(CC2)CO)S(=O)(=O)NC2(CC2)CF)F 3-(5-(difluoromethyl)-1,3,4-thiadiazol-2-yl)-N-(1-(fluoromethyl)cyclopropyl)-8-(4-(hydroxymethyl)piperidin-1-yl)-[1,2,4]triazolo[4,3-a]pyridine-6-sulfonamide